5-(8-(3-(2,2-difluoroethyl)azetidin-1-yl)imidazo[1,2-b]pyridazin-6-yl)pyrimidine-2,4(1H,3H)-dione FC(CC1CN(C1)C=1C=2N(N=C(C1)C=1C(NC(NC1)=O)=O)C=CN2)F